C1(=CC=CC=C1)C(C)O[Si](OCC)(OCC)C phenyl-methyl-triethoxysilane